7-(2-((2-ethyl-4-(4-(2-hydroxyethyl)piperazin-1-yl)phenyl)amino)-5-(trifluoromethyl)pyrimidin-4-yl)-4-methyl-3,4-dihydrothieno[2,3-f][1,4]thiazepin-5(2H)-one 1,1-dioxide C(C)C1=C(C=CC(=C1)N1CCN(CC1)CCO)NC1=NC=C(C(=N1)C1=CC2=C(C(N(CCS2(=O)=O)C)=O)S1)C(F)(F)F